CN1CCN(CC1)C1=CC=C(C=C1)NC1=NC=C2C(=N1)NNC2=O 6-((4-(4-methylpiperazin-1-yl)phenyl)amino)-1,2-dihydro-3H-pyrazolo[3,4-d]Pyrimidine-3-one